C(C)(C)(C)OC(=O)N[C@H](C(=O)N1[C@@H](CC2(CC2)CC1)C(=O)OCC1=CC=CC=C1)C(C)(C)C benzyl (S)-6-((S)-2-((tert-butoxycarbonyl)amino)-3,3-dimethylbutanoyl)-6-azaspiro[2.5]octane-5-carboxylate